(2S,5R)-5-(2-chlorophenyl)-1-(2'-methoxy-[1,1'-biphenyl]-4-carbonyl)pyrrolidine-2-carboxamide ClC1=C(C=CC=C1)[C@H]1CC[C@H](N1C(=O)C1=CC=C(C=C1)C1=C(C=CC=C1)OC)C(=O)N